3,4-Dihydroxy-benzoate OC=1C=C(C(=O)[O-])C=CC1O